5-(5-bromo-3,4-dihydroquinolin-1(2H)-yl)-6,8-difluoro-[1,2,4]triazolo[4,3-a]quinazoline BrC1=C2CCCN(C2=CC=C1)C1=NC=2N(C3=CC(=CC(=C13)F)F)C=NN2